C1(=CC=CC=C1)C=1N=CC(=NC1C1=CC=CC=C1)C(=O)O 5,6-diphenylpyrazine-2-carboxylic acid